ClC1=NC=2N(C(=C1)C(C)C)N=CC2C(=O)NC 5-chloro-7-isopropyl-N-methylpyrazolo[1,5-a]pyrimidine-3-carboxamide